The molecule is a synthetic pentasaccharide which, apart from the O-methyl group at the reducing end of the molecule, consists of monomeric sugar units which are identical to a sequence of five monomeric sugar units that can be isolated after either chemical or enzymatic cleavage of the polymeric glycosaminoglycans heparin and heparan sulfate. It has a role as an anticoagulant. It is an amino sugar, an oligosaccharide sulfate and a pentasaccharide derivative. It derives from a normethylfondaparinux. It is a conjugate acid of a fondaparinux(10-). CO[C@@H]1[C@@H]([C@H]([C@@H]([C@H](O1)COS(=O)(=O)O)O[C@H]2[C@@H]([C@H]([C@@H]([C@@H](O2)C(=O)O)O[C@@H]3[C@@H]([C@H]([C@@H]([C@H](O3)COS(=O)(=O)O)O[C@H]4[C@@H]([C@H]([C@@H]([C@H](O4)C(=O)O)O[C@@H]5[C@@H]([C@H]([C@@H]([C@H](O5)COS(=O)(=O)O)O)O)NS(=O)(=O)O)O)O)OS(=O)(=O)O)NS(=O)(=O)O)O)OS(=O)(=O)O)O)NS(=O)(=O)O